C[Mg+] methylmagnesium(1+)